6-((1-(2-hydroxyethyl)-1H-pyrazol-4-yl)sulfonyl)-2-((1-methyl-1H-pyrazol-3-yl)methyl)phthalazin-1(2H)-one OCCN1N=CC(=C1)S(=O)(=O)C=1C=C2C=NN(C(C2=CC1)=O)CC1=NN(C=C1)C